Acetoxymethyl (1aR,7bS)-5-fluoro-2-hydroxy-1a,7b-dihydro-1H-cyclopropa[c][1,2]benzoxaborinine-4-carboxylate FC1=C(C2=C([C@@H]3[C@H](B(O2)O)C3)C=C1)C(=O)OCOC(C)=O